(1S,3S)-N1-(5,6-Dimethyl-1,2,4-triazin-3-yl)cyclopentane-1,3-diamine CC=1N=C(N=NC1C)N[C@@H]1C[C@H](CC1)N